ClC1=NC(=NC(=N1)C1=CC=CC=C1)C1=CC=C(C=C1)N1C2=CC=CC=C2C=2C=CC=CC12 9-[4-(4-chloro-6-phenyl-1,3,5-triazin-2-yl)phenyl]-9H-carbazole